ClC1=C(C=CC=C1F)C1N(C(CC1)=O)C1=CC(=C(C(=O)O)C=C1F)F 4-(2-(2-chloro-3-fluorophenyl)-5-oxopyrrolidin-1-yl)-2,5-difluorobenzoic acid